N-((4-fluoro-3-oxoquinuclidin-2-yl)methyl)methanesulfonamide FC12C(C(N(CC1)CC2)CNS(=O)(=O)C)=O